Diethyl 5-(3-(tert-butoxy)-3-oxoprop-1-en-2-yl)-1,3-dihydro-2H-indene-2,2-dicarboxylate C(C)(C)(C)OC(C(=C)C=1C=C2CC(CC2=CC1)(C(=O)OCC)C(=O)OCC)=O